3-hydroxy-2-{4-[(2-methylpentyl)oxy]phenyl}propenamide OC=C(C(=O)N)C1=CC=C(C=C1)OCC(CCC)C